N-(2-acetylphenyl)-6-methoxypyridinecarboxamide C(C)(=O)C1=C(C=CC=C1)NC(=O)C1=NC(=CC=C1)OC